COC1=C(C=C(C=C1)SSC1=CC(=C(C=C1)OC)N=C=O)N=C=O bis(4-methyloxy-3-isocyanatophenyl) disulfide